C(COCCOC1C(=C(C2=C(N(C1=O)CC1=CC(=C(C=C1)C)F)C=CC=C2)Br)C=2OC(=NN2)C2CC2)OCCOC2C(=C(C1=C(N(C2=O)CC2=CC(=C(C=C2)C)F)C=CC=C1)Br)C=1OC(=NN1)C1CC1 8'-(((Ethane-1,2-diylbis(oxy))bis(ethane-2,1-diyl))bis(oxy))bis(5-bromo-4-(5-cyclopropyl-1,3,4-oxadiazol-2-yl)-1-(3-fluoro-4-methylbenzyl)-1,3-dihydro-2H-benzo[b]azepin-2-one)